FC(C(Cl)(Cl)Cl)(F)F 1,1,1-Trifluorotrichloroethan